7-(6-(methyl(2,2,6,6-tetramethylpiperidin-4-yl)amino)pyridazin-3-yl)isoquinoline CN(C1=CC=C(N=N1)C1=CC=C2C=CN=CC2=C1)C1CC(NC(C1)(C)C)(C)C